C(C)(C)(C)N1CCC2(CC1)C(NC1=C2N=C(N=C1)C(F)F)=O tert-butyl-2-(difluoromethyl)-6-oxo-spiro[5H-pyrrolo[3,2-d]pyrimidine-7,4'-piperidine]